2-Ethyl 6-(5-cyanopyrrolo[2,3-b]pyridin-1-yl)-4-(isopropylamino)pyridine-3-carboxylate C(#N)C=1C=C2C(=NC1)N(C=C2)C2=CC(=C(C=N2)C(=O)OCC)NC(C)C